FC(C=1C=C(OC2=C3C(C(C3=CC=C2)=O)(F)F)C=C(C1)F)F 2-[3-(difluoromethyl)-5-fluorophenoxy]-8,8-difluorobicyclo[4.2.0]octa-1,3,5-trien-7-one